ClC=1C(=CC(=C(C1)N(C(=O)[C@H]1NC([C@@](C1)(C)O)=O)C)F)F (2s,4s)-N-(5-chloro-2,4-difluorophenyl)-4-hydroxy-N,4-dimethyl-5-oxopyrrolidine-2-carboxamide